[O-]C(=O)C(F)(F)F.C(C)[NH2+]CC diethylammonium TFA salt